(4-methylpiperazin-1-yl)pyrido[3,4-d]pyridazin CN1CCN(CC1)C1=C2C(=CN=N1)C=NC=C2